2,5-dioxopyrrolidin-1-yl-(tert-butoxycarbonyl)glycine methyl-2-(2-tert-butoxycarbonyl-2-azaspiro[3.3]heptan-6-yl)-8-fluoro-3,4-dihydro-1H-isoquinoline-6-carboxylate CC1N(CCC2=CC(=CC(=C12)F)C(=O)O)C1CC2(CN(C2)C(=O)OC(C)(C)C)C1.O=C1N(C(CC1)=O)N(CC(=O)O)C(=O)OC(C)(C)C